C(=O)C1=CNC2=CC=C(C=C12)C#N 3-formyl-1H-indole-5-carbonitrile